C(N)(=O)C1=C(C(=O)N)C=CC=C1 Carbamoyl-Benzamide